1-O-Butyl 7-O-[2-[[4-[(E)-3-(3,4-dimethoxyphenyl)prop-2-enoyl]phenyl]carbamoylamino]ethyl] 6-ethyl-4-(hydroxymethylcarbamoyl)-2,2,6-trimethylheptanedioate C(C)C(CC(CC(C(=O)OCCCC)(C)C)C(NCO)=O)(C(=O)OCCNC(NC1=CC=C(C=C1)C(\C=C\C1=CC(=C(C=C1)OC)OC)=O)=O)C